C(\C=C\C(=O)O)(=O)O.C1(CCCC1)CCC#N.C1(CCCC1)CCC#N 3-cyclopentylpropanenitrile hemifumarate